S1C=NC2=C1C1=C(C(NN=C1)=O)N2 4H-thiazolo[5',4':4,5]Pyrrolo[2,3-d]Pyridazin-5(6H)-one